N1,N4-diethylbenzene-1,4-diamine C(C)NC1=CC=C(C=C1)NCC